9-chloro-4-(4-(diethylamino)benzyl)-3,4,5,6-tetrahydro-2H-pyrido[3,4-g][1,4]oxazocine-6-ol ClC1=CC2=C(C(CN(CCO2)CC2=CC=C(C=C2)N(CC)CC)O)C=N1